1-beta-D-ribofuranosyl-1,2,4-triazole-3-carboxamidine [C@@H]1([C@H](O)[C@H](O)[C@H](O1)CO)N1N=C(N=C1)C(=N)N